4-(3-(4-fluorophenyl)-1-((2-(trimethylsilyl)ethoxy)methyl)-1H-pyrazol-4-yl)furo[2,3-d]pyrimidine FC1=CC=C(C=C1)C1=NN(C=C1C=1C2=C(N=CN1)OC=C2)COCC[Si](C)(C)C